2,3-dichloro-5-bromo-6-methylpyridine ClC1=NC(=C(C=C1Cl)Br)C